4-Chloro-N-{1-[5-(cyclopropancarbonyl)-5,6,7,8-tetrahydro-1,5-naphthyridin-2-yl]cyclobutyl}benzamid ClC1=CC=C(C(=O)NC2(CCC2)C2=NC=3CCCN(C3C=C2)C(=O)C2CC2)C=C1